N1C=C(C2=CC=CC=C12)CCNC(NC1(CCCCC1)C(=O)NC1=CC=C(C=C1)Cl)=O 1-(3-(2-(1H-indol-3-yl)ethyl)ureido)-N-(4-chlorophenyl)cyclohexane-1-carboxamide